di(tert-butyl)magnesium C(C)(C)(C)[Mg]C(C)(C)C